IC=1C(=C2CC(C2=C(C1)OC)CN)OC (3-iodo-2,5-dimethoxy-7-bicyclo[4.2.0]octa-1,3,5-trienyl)methanamine